C1(CC1)C=1C=C(N=NC1C1=C(C=C(C=C1)C#C)O)NC1CN(CCC1)CC#N 2-(3-((5-cyclopropyl-6-(4-ethynyl-2-hydroxyphenyl)pyridazin-3-yl)amino)piperidin-1-yl)acetonitrile